ClC1=CC=C(C=C1)C=1C(=NC=CC1)C=O (S)-(4-chlorophenyl)pyridine-2-methanone